ClC1=CSC2=C1NC(=C2)C(=O)N2[C@H]1CC([C@@H]([C@H]2C(=O)N[C@H](C[C@H]2C(NCC2)=O)C#N)CC1)(F)F (1R,3S,4R)-2-(3-chloro-4H-thieno[3,2-b]pyrrole-5-carbonyl)-N-((R)-1-cyano-2-((S)-2-oxopyrrolidin-3-yl)ethyl)-5,5-difluoro-2-azabicyclo[2.2.2]octane-3-carboxamide